BrC1=CN(C=2C1=NC=CC2Cl)C(F)F 3-bromo-7-chloro-1-(difluoromethyl)-1H-pyrrolo[3,2-b]pyridine